2-(4-Acrylphenyl)butyric acid C(=O)(C=C)C1=CC=C(C=C1)C(C(=O)O)CC